CC1(C(C2=CC=C(C=C2C1)C=1C=CC=C2C=CC=NC12)NC(O[C@@H]1CN2CCC1CC2)=O)C (S)-quinuclidin-3-yl (2,2-dimethyl-5-(quinolin-8-yl)-2,3-dihydro-1H-inden-1-yl)carbamat